C(C)OC(C(C(O)C1=C(C=C(C=C1)F)Br)(F)F)=O.C(C)(=O)C1=C(C=C(C(=C1F)C#CC1=C(C=CC=C1)C)F)NC(C1=C(C=CC(=C1)C#N)S(=O)(=O)C)=O N-(2-acetyl-3,5-difluoro-4-(o-tolylethynyl)phenyl)-5-cyano-2-(methylsulfonyl)benzamide ethyl-3-(2-bromo-4-fluorophenyl)-2,2-difluoro-3-hydroxy-propanoate